5-((2-Bromopyridin-4-yl)methoxy)-2-hydroxybenzoic acid BrC1=NC=CC(=C1)COC=1C=CC(=C(C(=O)O)C1)O